(S)-3-(4-((1s,4R)-4-(4-(4-(3-amino-6-(2-hydroxyphenyl)pyridazin-4-yl)-1H-pyrazol-1-yl)piperidin-1-yl)cyclohexyl)-3,4-dihydroquinoxalin-1(2H)-yl)piperidine-2,6-dione NC=1N=NC(=CC1C=1C=NN(C1)C1CCN(CC1)C1CCC(CC1)N1CCN(C2=CC=CC=C12)[C@@H]1C(NC(CC1)=O)=O)C1=C(C=CC=C1)O